CC1=CC=C(C=C1)S(=O)(=O)O.C(CC)N1C(N(C=C1)C)C 1-propyl-2,3-dimethylimidazole p-toluenesulfonate